Ethyl 5-amino-1-ethylpyrazole-4-carboxylate NC1=C(C=NN1CC)C(=O)OCC